1-(4-amino-1-methyl-7-(1H-pyrazol-3-yl)-1H-imidazo[4,5-d]thieno[3,2-b]pyridin-2-yl)piperidin-4-ol NC1=C2C(=C3C(=N1)C=C(S3)C3=NNC=C3)N(C(=N2)N2CCC(CC2)O)C